(1R,3S,4R)-N-((R)-1-cyano-2-((R)-2-oxopyrrolidin-3-yl)ethyl)-5,5-difluoro-2-((R)-2-hydroxy-2-phenylpropanoyl)-2-azabicyclo[2.2.2]octane-3-carboxamide C(#N)[C@@H](C[C@@H]1C(NCC1)=O)NC(=O)[C@H]1N([C@H]2CC([C@@H]1CC2)(F)F)C([C@@](C)(C2=CC=CC=C2)O)=O